[Cl-].C(C)N(S(=O)(=O)C1CC[NH2+]CC1)C N-ethyl-N-methyl-piperidin-1-ium-4-sulfonamide chloride